6,7-difluoro-1-methylindoline-2,3-dione FC1=CC=C2C(C(N(C2=C1F)C)=O)=O